C(C)(=O)O.Br[Na] monobromosodium acetate